C(CC)(=S)S.C(C)(C)(C1=CC=CC=C1)C1=C(C=CC(=C1)C(C)(C)C1=CC=CC=C1)C(O)(C(CO)(CO)CO)C1=C(C=C(C=C1)C(C)(C)C1=CC=CC=C1)C(C)(C)C1=CC=CC=C1 bis(2,4-dicumylphenyl)pentaerythritol dithiopropionate